O1CCOC12CCN(CC2)CC2CCN(CC2)C=2C=C1C(N(C(C1=CC2F)=O)C2C(NC(CC2)=O)=O)=O 5-(4-((1,4-dioxa-8-azaspiro[4.5]decan-8-yl)methyl)piperidin-1-yl)-2-(2,6-dioxopiperidin-3-yl)-6-fluoroisoindoline-1,3-dione